N-(2,4-dimethoxybenzyl)cyclopropanamine hydrochloride Cl.COC1=C(CNC2CC2)C=CC(=C1)OC